2,5'-difluoroacetophenone FCC(=O)C1=CC=CC(=C1)F